BrC1=CC=C(C=C1)N1CCN2CCC1C2 4-(4-Bromophenyl)-1,4-diazabicyclo[3.2.1]octane